ClCCN1CC(C1)(F)F 1-(2-chloroethyl)-3,3-difluoroazetidine